BrC1=CC=C(C(=C1C(=O)O)Cl)C(F)(F)F 6-bromo-2-chloro-3-(trifluoromethyl)benzoic acid